CC(CC=O)CCC=C(C)C 3,7-Dimethylocta-6-enal